N1=NC=C(C=C1)OC=1C=C(CN2CCN(CC2)C(=O)N2N=C(C=C2)C(=O)O)C=CC1 1-(4-(3-(pyridazin-4-yloxy)benzyl)piperazine-1-carbonyl)-1H-pyrazole-3-carboxylic acid